OCC=1C=C(C=CC1)SC1CCC(CC1)NC(OC(C)(C)C)=O tert-Butyl ((1r,4r)-4-((3-(hydroxymethyl)phenyl)thio)cyclohexyl)carbamate